NC=1C=C(C=C(C1)C#N)C1=CC=C(C=C1)C(=O)OCC ethyl 3'-amino-5'-cyano-[1,1'-biphenyl]-4-carboxylate